2-(3-chloro-2-(pyridyl)-5-(trifluoromethyl)pyrazol-3-yl)benzo[g][3,1]benzoxazin-4-one ClC1(N(NC(=C1)C(F)(F)F)C1=NC=CC=C1)C1=NC2=C(C(O1)=O)C=C1C(=C2)C=CC=C1